C(C=C)(=O)N1C[C@@H](N(CC1)C=1C2=C(N(C(N1)=O)C=1C(=NC=CC1C)C(C)C)N=C(C(=C2)C2CC2)C2=C(C=CC(=C2)Cl)F)C (S)-4-(4-Acryloyl-2-methylpiperazin-1-yl)-7-(5-chloro-2-fluorophenyl)-6-cyclopropyl-1-(2-Isopropyl-4-methylpyridin-3-yl)pyrido[2,3-d]pyrimidin-2(1H)-one